1-(BUT-2-YN-1-YL)PIPERIDINE-4-CARBALDEHYDE C(C#CC)N1CCC(CC1)C=O